1-vinyl-2,5-pyrrolidinedione C(=C)N1C(CCC1=O)=O